ClC=1C(=NN2C1N(C(CC2)=O)CC2=CC=C(C=C2)C=2N(C=C(N2)C(F)(F)F)C)C=2C(=NC=NC2OC)C2CC2 3-chloro-2-(4-cyclopropyl-6-methoxypyrimidin-5-yl)-4-(4-(1-methyl-4-(trifluoromethyl)-1H-imidazol-2-yl)benzyl)-6,7-dihydropyrazolo[1,5-a]pyrimidin-5(4H)-one